C(CCC)C(CCC=O)CC=C(C)C 4-butyl-7-methylocta-6-enal